3-bromo-1H-pyrazole BrC1=NNC=C1